4-(2-Cyclopropylethoxy)-7-isopropyl-11-oxo-7,11-dihydro-6H-furo[2,3-H]pyrido[2,1-a]isoquinoline-10-carboxylic acid C1(CC1)CCOC1=CC=2CC(N3C(C2C2=C1OC=C2)=CC(C(=C3)C(=O)O)=O)C(C)C